Ethyl 4-(1-(4-methoxy phenyl) ethoxy)-5-(methylcarbamoyl)-1H-pyrrole-2-carboxylate COC1=CC=C(C=C1)C(C)OC=1C=C(NC1C(NC)=O)C(=O)OCC